C(#N)C1=CC=C(C=N1)NC(=O)NC=1C=CC2=C(S(C=C2)(=O)=O)C1 1-(6-cyanopyridin-3-yl)-3-(1,1-dioxidobenzo[b]thiophen-6-yl)urea